NC=1C=2N(C=C(N1)C(F)(F)F)C(=CN2)C=2C=C(C=CC2C)C(C(=O)N)(C(F)F)O 2-(3-(8-Amino-6-(trifluoromethyl)imidazo[1,2-a]pyrazin-3-yl)-4-methylphenyl)-3,3-difluoro-2-hydroxypropanamide